methyl 4-amino-1,3-thiazole-5-carboxylate NC=1N=CSC1C(=O)OC